2-((6-(1,1-difluoroethyl)-2-methylpyridin-3-yl)sulfonyl)-6-(oxetan-3-ylmethyl)-2,6-diazaspiro[3.3]heptane FC(C)(F)C1=CC=C(C(=N1)C)S(=O)(=O)N1CC2(C1)CN(C2)CC2COC2